2-(3-{[(2S)-1-(prop-2-enoyl)pyrrolidin-2-yl]methoxy}pyridin-4-yl)-1H,5H,6H,7H-pyrrolo[3,2-c]pyridine-4-one C(C=C)(=O)N1[C@@H](CCC1)COC=1C=NC=CC1C1=CC=2C(NCCC2N1)=O